CN(C1=NC(=NC(=C1)N1CCSC2(C1)CCCCC2)C(F)(F)F)CC2CN(CCO2)S(=O)(=O)C N-methyl-N-((4-(methylsulfonyl)morpholin-2-yl)methyl)-6-(1-thia-4-azaspiro[5.5]undecan-4-yl)-2-(trifluoromethyl)pyrimidin-4-amine